C1(CC1)C(=C)C1=CC=C(C=C1)F 1-(1-cyclopropylvinyl)-4-fluorobenzene